ClC=1C=NC=C(C1C1=NC2=C(C=3C=NC=CC13)N=C(N=C2)NC2=CC(=C(C=C2)N2CCN(CC2)C)F)Cl 6-(3,5-dichloropyridin-4-yl)-N-(3-fluoro-4-(4-methylpiperazin-1-yl)phenyl)pyrimido[5,4-c][2,6]naphthyridin-2-amine